NC([C@H](C[C@H]1C(NCCC1)=O)NC([C@H](CC1CC1)N1C(=CC2=CC=C(C(=C12)Cl)F)C(=O)N)=O)=O [(1S)-2-[[(1S)-2-amino-2-oxo-1-[[(3S)-2-oxo-3-piperidyl]methyl]ethyl]amino]-1-(cyclopropylmethyl)-2-oxo-ethyl]-7-chloro-6-fluoro-1H-indole-2-carboxamide